FC(CN1C(=NC=2C1=NC(=CC2)C=2C=CN1N=C(N=CC12)NC1CCC(CC1)(C)NC(C)=O)C)F N-((1s,4s)-4-((5-(3-(2,2-difluoroethyl)-2-methyl-3H-imidazo[4,5-b]pyridin-5-yl)pyrrolo[2,1-f][1,2,4]triazin-2-yl)amino)-1-methylcyclohexyl)acetamide